C(C)(=O)C1=NN(C2=CC=C(C=C12)C=1C=NC(=NC1)CC(=O)OCC)CC(=O)OC(C)(C)C tert-Butyl 2-(3-acetyl-5-(2-(2-ethoxy-2-oxoethyl)pyrimidin-5-yl)-1H-indazol-1-yl)acetate